BrCCCOC1=CC2=C(C(N3[C@H](C(N2COCC[Si](C)(C)C)=O)CC(C3)=O)=O)C=C1OC (11aS)-8-(3-Bromopropoxy)-7-methoxy-10-{[2-(trimethylsilyl)ethoxy]methyl}-1H-pyrrolo[2,1-c][1,4]benzodiazepin-2,5,11(3H,10H,11aH)-trione